Sodium 2,6-dibromophenol BrC1=C(C(=CC=C1)Br)O.[Na]